CC1(CC1)C(=O)NCC=1N(C2=CC(=CC=C2C1)C=C)C(=O)OC(C)(C)C tert-butyl 2-((1-methylcyclopropanecarboxamido)methyl)-6-vinyl-1H-indole-1-carboxylate